FC(C1=CC(=NC=C1)N1N=CC(=C1)S(=O)(=O)N1CCN2C=3C(=CC=CC13)C=N2)(F)F 1-((1-(4-(trifluoromethyl)pyridin-2-yl)-1H-pyrazol-4-yl)sulfonyl)-2,3-dihydro-1H-pyrazolo[1,5,4-de]quinoxaline